O=S1(NCC2=C1C=CC=C2Br)=O 1,1-dioxo-4-bromo-2,3-dihydrobenzo[d]isothiazole